2,2'-bis(bromomethyl)-1,1'-biphenyl BrCC1=C(C=CC=C1)C1=C(C=CC=C1)CBr